COC1=CC2=C(C=CN=C2C=C1)[C@H]([C@@H]3C[C@@H]4CC[NH+]3C[C@@]4(C=C)O)O The molecule is an organic cation that is the conjugate acid of 3-hydroxyquinine, formed via protonation of the tertiary amino group; major species at pH 7.3. It is an organic cation and an ammonium ion derivative. It is a conjugate acid of a 3-hydroxyquinine.